butanal-O-(2-oxo-2-(4-(5-(trifluoromethyl)pyrimidin-2-yl)piperazin-1-yl)ethyl) oxime O=C(CON=CCCC)N1CCN(CC1)C1=NC=C(C=N1)C(F)(F)F